(+)-2,2'-isopropylidenebis(4-tert-butyl-2-oxazoline) C(C)(C)(C=1OCC(N1)C(C)(C)C)C=1OCC(N1)C(C)(C)C